4-nitrophenyl-(1-(1-methyl-1H-indol-7-yl)ethyl)carbamate [N+](=O)([O-])C1=CC=C(C=C1)N(C([O-])=O)C(C)C=1C=CC=C2C=CN(C12)C